5-(3-chloro-5-fluorobenzyl)-2-(4-chlorobenzyl)-1-(2-(methylamino)ethyl)-1,2,4,5,6,7-hexahydro-3H-pyrazolo[4,3-c]pyridin-3-one ClC=1C=C(CN2CC3=C(CC2)N(N(C3=O)CC3=CC=C(C=C3)Cl)CCNC)C=C(C1)F